[Cr](=O)([O-])[O-].[Mn+2].[Cu+2].C(C)(C)N1[C@@H](CCC1)CO.[Cr](=O)([O-])[O-] (S)-(1-isopropylpyrrolidin-2-yl)methanol copper manganese chromite